tert-Butyl (S)-4-(methoxy(methyl)carbamoyl)-2,2-dimethyloxazolidine-3-carboxylate CON(C(=O)[C@H]1N(C(OC1)(C)C)C(=O)OC(C)(C)C)C